3-(2,6-dimethylpyrimidin-4-yl)-2-fluoroprop-2-en-1-one CC1=NC(=CC(=N1)C=C(C=O)F)C